OC1=CC=C(C=C1)N1CCN(CC1)C(=O)C1=CC(=NC(=C1)N1CCOCC1)C=1C=C(C(=O)O)C=CC1 3-[4-[4-(4-Hydroxyphenyl)piperazine-1-carbonyl]-6-morpholino-2-pyridyl]benzoic acid